1-(3-chloro-2-methoxyphenyl)-6-((2,6-dimethylpyrimidin-4-yl)amino)-1,2-dihydro-3H-pyrazolo[4,3-c]pyridin-3-one ClC=1C(=C(C=CC1)N1NC(C=2C=NC(=CC21)NC2=NC(=NC(=C2)C)C)=O)OC